C(C)(C)(C)[C@H]1OC([C@@H](N1C(=O)OCC1=CC=CC=C1)CC12CCC(CC1)(CC2)C(=O)OC)=O Benzyl (2R,4S)-2-(tert-butyl)-4-((4-(methoxycarbonyl)bicyclo[2.2.2]octan-1-yl)methyl)-5-oxooxazolidine-3-carboxylate